methyl 7-(5-chloro-2-(3-(6-chloro-5-cyano-2-methyl-4-oxopyrido[3,4-d]pyrimidin-3(4H)-yl)prop-1-yn-1-yl)phenyl)thieno[3,2-b]pyridine-3-carboxylate ClC=1C=CC(=C(C1)C1=C2C(=NC=C1)C(=CS2)C(=O)OC)C#CCN2C(=NC1=C(C2=O)C(=C(N=C1)Cl)C#N)C